3-iodo-1-methylpyrrolo[2,3-b]pyridine-5-carboxylic acid IC1=CN(C2=NC=C(C=C21)C(=O)O)C